ClC=1C(=NC=C(C1)[N+](=O)[O-])\C(=N/O)\NC(CCCCCC(=O)OCC)=O Ethyl 7-{[(E)-(3-chloro-5-nitropyridin-2-yl) (oximino) methyl] amino}-7-oxoheptanoate